(E)-6-fluoro-3,4-dihydronaphthalen FC=1C=C2CCC=CC2=CC1